F[C@H]1CN(CC[C@H]1F)CCCCC(=O)O 5-((3S,4R)-3,4-difluoropiperidin-1-yl)pentanoic acid